The molecule is an organophosphate oxoanion that is the conjugate base of archaeal dolichyl alpha-D-glucosyl phosphate arising from deprotonation of the phosphate OH group; major species at pH 7.3. Dolichol used by archaea is is generally much shorter (C55-C60) than that used by eukaryotes and may have additional saturation positions in the chain. It derives from an archaeal dolichol. CC(C)CCC/C(=C/CC/C(=C/CC/C(=C\\CCC(C)CCOP(=O)([O-])O[C@@H]1[C@@H]([C@H]([C@@H]([C@H](O1)CO)O)O)O)/C)/C)/C